[1,1'-binaphthalene]-2,2'-diol C=1(C(=CC=C2C=CC=CC12)O)C=1C(=CC=C2C=CC=CC12)O